N-{[(3R,4S)-2-[5-chloro-2-(2H-1,2,3-triazol-2-yl)benzoyl]-4-methyl-2-azabicyclo[3.1.1]hept-3-yl]methyl}-5-(trifluoromethyl)pyrimidin-2-amine ClC=1C=CC(=C(C(=O)N2C3CC([C@@H]([C@@H]2CNC2=NC=C(C=N2)C(F)(F)F)C)C3)C1)N1N=CC=N1